1-(2-(4-(2-fluorophenyl)-1H-imidazol-2-yl)piperidin-1-yl)-2-(methylthio)propan-1-one FC1=C(C=CC=C1)C=1N=C(NC1)C1N(CCCC1)C(C(C)SC)=O